benzyl-(S)-7-(1-amino-5-(tert-butoxy)-1,5-dioxopentan-2-yl)-4-fluoro-6-oxo-7,8-dihydro-2H,6H-spiro[furo[2,3-e]isoindole-3,4'-piperidine] C(C1=CC=CC=C1)N1CCC2(CC1)COC1=C3CN(C(C3=CC(=C12)F)=O)[C@H](C(=O)N)CCC(=O)OC(C)(C)C